3-(5-((5-chloro-7-fluoroisoquinolin-8-yl)methoxy)-2-fluoro-4-methoxyphenyl)-2,4-dioxo-1H-thieno[3,4-d]pyrimidine-5-carboxylic acid ClC1=C2C=CN=CC2=C(C(=C1)F)COC=1C(=CC(=C(C1)N1C(NC=2C(C1=O)=C(SC2)C(=O)O)=O)F)OC